FC=1C(=CC(=C(C(=O)NC2=C(C=CC=C2C)F)C1)O[C@@H](C)CCC)N1N=C(N(C1=O)C)CO 5-fluoro-N-(2-fluoro-6-methylphenyl)-4-[3-(hydroxymethyl)-4-methyl-5-oxo-4,5-dihydro-1H-1,2,4-triazol-1-yl]-2-[(2S)-pent-2-yloxy]benzamide